4-[(2-chloro-5-fluoro-pyrimidin-4-yl)amino]-N-(2-fluorophenyl)benzamide ClC1=NC=C(C(=N1)NC1=CC=C(C(=O)NC2=C(C=CC=C2)F)C=C1)F